(S)-3-(3-(4-((tert-butyldimethylsilyl)oxy)butan-2-yl)-6-chloroimidazo[1,5-a]pyrazin-1-yl)phenol [Si](C)(C)(C(C)(C)C)OCC[C@H](C)C1=NC(=C2N1C=C(N=C2)Cl)C=2C=C(C=CC2)O